COC(=O)C1=C(N=C(N1N)C(CCO)C1CN(CC1)C(=O)OC(C)(C)C)C1=CC=C(C=C1)OC1=CC=CC=C1 1-amino-2-(1-(1-(t-butoxycarbonyl)pyrrolidin-3-yl)-3-hydroxypropyl)-4-(4-benzeneOxyphenyl)-1H-imidazole-5-carboxylic acid methyl ester